3-((3S,4S)-4-Amino-3-methyl-2-oxa-8-azaspiro[4.5]decan-8-yl)-6-((2-chloro-3-methoxyphenyl)thio)pyrazin-2(1H)-on N[C@@H]1[C@@H](OCC12CCN(CC2)C=2C(NC(=CN2)SC2=C(C(=CC=C2)OC)Cl)=O)C